tert-butyl ({(2S)-4-[3-(2-chlorophenoxy)-6-nitro-2-(trifluoromethyl)phenyl]-1-methylpiperazin-2-yl}methyl)carbamate ClC1=C(OC=2C(=C(C(=CC2)[N+](=O)[O-])N2C[C@@H](N(CC2)C)CNC(OC(C)(C)C)=O)C(F)(F)F)C=CC=C1